tert-Butyl 3-((4-bromo-6-chloro-2,7-naphthyridin-1-yl)oxy)azetidine-1-carboxylate BrC1=CN=C(C2=CN=C(C=C12)Cl)OC1CN(C1)C(=O)OC(C)(C)C